perfluoro ethyl-isopropyl ketone C(C)C(C)(C)C(=O)F